4-[6-chloro-2-[(1s,5s)-2,6-diazabicyclo[3.2.0]hept-6-yl]-8-fluoro-4-piperazin-1-yl-quinazolin-7-yl]-1,3-benzothiazol-2-amine ClC=1C=C2C(=NC(=NC2=C(C1C1=CC=CC2=C1N=C(S2)N)F)N2[C@H]1CCN[C@H]1C2)N2CCNCC2